4-dimethylaminobutyric acid hydrochloride salt Cl.CN(CCCC(=O)O)C